C(CCCCC)C(C(=O)OCC(COC(C(C)(CCCCCC)N1CC1)=O)(COC(C(C)(CCCCCC)N1CC1)=O)COC(C(C)(CCCCCC)N1CC1)=O)(C)N1CC1 pentaerythritol-tetrakis[2-hexyl-(1-aziridinyl) propionate]